(R)-2-(4-(6-(3,5-dimethylisoxazol-4-yl)-4-(3-phenylmorpholino)quinazoline-2-yl)piperazin-1-yl)-N,N-dimethylethylamine CC1=NOC(=C1C=1C=C2C(=NC(=NC2=CC1)N1CCN(CC1)CCN(C)C)N1[C@@H](COCC1)C1=CC=CC=C1)C